C(C)(=O)O.S1C=CC=CC=CC=C1 thionin acetate salt